N-(4-((4-phenethyl-4-(phenoxy-methyl)piperidin-1-yl)methyl)phenyl)acetamide C(CC1=CC=CC=C1)C1(CCN(CC1)CC1=CC=C(C=C1)NC(C)=O)COC1=CC=CC=C1